COC=1C=C(C=CC1)/C=C/C(=O)OC1=CC=C(\C=N\C2=CC=C(C(=O)O)C=C2)C=C1 4-((E)-((E)-4-((E)-3-(3-methoxyphenyl)acryloyloxy)benzylidene)amino)benzoic acid